(2-thienyl)benzoic acid S1C(=CC=C1)C1=C(C(=O)O)C=CC=C1